C(C)(C)(C)OC(=O)N[C@H]1CSC2=C(N(C1=O)CC1=CC=C(C=C1)Cl)C=C(C(=C2)F)C(=O)O (3R)-3-(tert-Butoxycarbonylamino)-5-[(4-chlorophenyl)methyl]-8-fluoro-4-oxo-2,3-dihydro-1,5-benzothiazepine-7-Carboxylic acid